N[C@@H](CC(=O)[O-])C(=O)OCCOC([C@@H](N)CC(=O)[O-])=O (1,2-ethanediyl) bisaspartate